(2R)-2-[[(2S,5R)-2-carbamoyl-3-methyl-7-oxo-1,6-diazabicyclo[3.2.1]oct-3-en-6-yl]oxy]-2-fluoroacetic acid hexyl ester C(CCCCC)OC([C@@H](F)ON1[C@@H]2C=C([C@H](N(C1=O)C2)C(N)=O)C)=O